(4-(4-cyanophenyl)piperidine-1-carbonyl)-2-methylbenzoyl-hydrazine C(#N)C1=CC=C(C=C1)C1CCN(CC1)C(=O)N(N)C(C1=C(C=CC=C1)C)=O